2-[2-[2-(dimethylamino)-2-oxo-ethoxy]ethylamino]acetic acid CN(C(COCCNCC(=O)O)=O)C